4-bromo-2-iodo-5-methoxy-thiophenecarboxamide BrC=1CC(SC1OC)(C(=O)N)I